Decaglyceryl Monostearate CCCCCCCCCCCCCCCCCC(=O)OCC(COCC(CO)O)O